N-(2-chloro-3-(1-hydroxy-2,3-dihydro-1H-inden-4-yl)phenyl)-1,5-dimethyl-4,5,6,7-tetrahydro-1H-imidazo[4,5-c]Pyridine-2-formamide ClC1=C(C=CC=C1C1=C2CCC(C2=CC=C1)O)NC(=O)C=1N(C2=C(CN(CC2)C)N1)C